(S)-N'-((2-cyclopropyl-3-methyl-6,7-dihydro-5H-cyclopenta[b]pyridin-4-yl)carbamoyl)-3-fluoro-5-(2-hydroxypropan-2-yl)thiophene-2-sulfonimidamide C1(CC1)C1=C(C(=C2C(=N1)CCC2)NC(=O)N=[S@@](=O)(N)C=2SC(=CC2F)C(C)(C)O)C